2-[(2E)-2-(aminomethyl)-3-fluoroprop-2-en-1-yl]-4-[(4'-methyl-2,3'-bithiophen-5-yl)methyl]-2,4-dihydro-3H-1,2,4-triazol-3-one NC/C(/CN1N=CN(C1=O)CC1=CC=C(S1)C1=CSC=C1C)=C\F